C1CCC2=C(C=3CCCC3C=C12)NC(=O)N=S(=O)(N)C=1C=NN2C1OC[C@H](CC2)C (6S)-N'-((1,2,3,5,6,7-hexahydro-s-indacen-4-yl)carbamoyl)-6-methyl-5,6,7,8-tetrahydropyrazolo[5,1-b][1,3]oxazepine-3-sulfonimidamide